[Al].[Pb].[Sb] antimony-lead-aluminum